C1=CC=CC=2C3=CC=CC=C3N(C12)CC(CN1C(C(CCC1)(F)F)=O)O 1-(3-(9H-carbazol-9-yl)-2-hydroxypropyl)-3,3-difluoropiperidin-2-one